(rac)-cis-4-(benzyloxy)-3-fluoro-2,2,6,6-tetramethylpiperidine C(C1=CC=CC=C1)O[C@@H]1[C@@H](C(NC(C1)(C)C)(C)C)F |r|